6-(1,2,3,4-tetrahydroisoquinolin-7-yl)pyridin-2(1H)-one C1NCCC2=CC=C(C=C12)C1=CC=CC(N1)=O